FC(C=1C=C(C=C(C1)C(F)(F)F)C1=CC(=CC=C1)C(C(=O)N1CC2=C(N=C(NC2=O)C2(CC2)C2=CC=CC=C2)CC1)O)(F)F 6-(2-(3',5'-bis(trifluoromethyl)-[1,1'-biphenyl]-3-yl)-2-hydroxyacetyl)-2-(1-phenylcyclopropyl)-5,6,7,8-tetrahydropyrido[4,3-d]pyrimidin-4(3H)-one